4-(3-fluorophenyl)-1-(5-(isopropylsulfanyl)-4-morpholinothiazol-2-yl)-3-methyl-1H-pyrazole-5-carboxylic acid FC=1C=C(C=CC1)C=1C(=NN(C1C(=O)O)C=1SC(=C(N1)N1CCOCC1)SC(C)C)C